NC1=CN=CC(=N1)C=1C=C(C=CC1)CC(C(=O)OC(C)(C)C)(C)C tert-butyl 3-(3-(6-aminopyrazin-2-yl) phenyl)-2,2-dimethylpropionate